2-methylbenzo[d]thiazol-6-carbaldehyde CC=1SC2=C(N1)C=CC(=C2)C=O